C1(CC1)C1=CC(=NN1)NC(CC=1C=NN(C1)C1=CC(=CC=C1)CN(C)C)=O N-(5-cyclopropyl-1H-pyrazol-3-yl)-2-(1-{3-[(dimethylamino)methyl]phenyl}pyrazol-4-yl)acetamide